hexafluoro(fluoromethoxy)propane Methyl-6-(4-((tert-butoxycarbonyl)amino)phenyl)pyrazine-2-carboxylate COC(=O)C1=NC(=CN=C1)C1=CC=C(C=C1)NC(=O)OC(C)(C)C.FC(C(C(OCF)(F)F)(F)F)F